Racemic-3-(isoquinolin-4-yl)-1-(3-(methylsulfonyl)phenyl)-2-oxoimidazoline-4-carbonitrile C1=NC=C(C2=CC=CC=C12)N1C(N(C[C@@H]1C#N)C1=CC(=CC=C1)S(=O)(=O)C)=O |r|